C(CCC)C1(CS(C2=C(N(C1)C1=CC=CC=C1)C=C(C(=C2)CSCC(=O)O)OC)(=O)=O)CC 2-(((3-Butyl-3-ethyl-7-methoxy-1,1-dioxido-5-phenyl-2,3,4,5-tetrahydro-1,5-benzothiazepin-8-yl)methyl)thio)acetic acid